2-propargyl-benzene C(C#C)C1=CC=CC=C1